5-(4-((3-ethyl-2,4-dioxo-1,2,3,4-tetrahydrothieno[3,2-d]pyrimidin-6-yl)methyl)piperidin-1-yl)-N,6-dimethylpicolinamide C(C)N1C(NC2=C(C1=O)SC(=C2)CC2CCN(CC2)C=2C=CC(=NC2C)C(=O)NC)=O